(5-chloro-2-fluorophenyl)-N-[(2,4-dimethoxyphenyl)methyl]-3-[2-(pyrrolidin-1-yl)ethoxy]pyridazin-4-amine ClC=1C=CC(=C(C1)C=1C(=C(N=NC1)OCCN1CCCC1)NCC1=C(C=C(C=C1)OC)OC)F